C1=CC(=CC=C1/C=C/C(=O)C2=C(C=C(C=C2O)O)O)O tetrahydroxychalcone